1-(5-methoxy-1,3-benzoxathiol-6-yl)propan-2-amine COC=1C(=CC2=C(SCO2)C1)CC(C)N